(5aR,5bS,7aS,10aS,10bR,E)-5a,7a-dimethyl-2-((4-(trifluoromethyl)phenoxy)amino)-4,5,5a,5b,6,7,7a,9,10,10a,10b,11-dodecahydro-8H-cyclopenta[7,8]phenanthro[2,1-d]thiazol-8-one oxime C[C@@]12CCC=3N=C(SC3C2=CC[C@H]2[C@H]3[C@](CC[C@H]12)(/C(/CC3)=N/O)C)NOC3=CC=C(C=C3)C(F)(F)F